2-((S)-3-carboxybutanoyl)-7-chloro-4-fluoro-6-methoxybenzo[b]thiophen C(=O)(O)[C@H](CC(=O)C1=CC2=C(S1)C(=C(C=C2F)OC)Cl)C